2-((1S,6S)-6-aminocyclohex-3-en-1-yl)-3-bromo-5-chloro-N-((E)-pent-2-en-1-yl)thieno[3,2-b]pyridin-7-amine N[C@H]1CC=CC[C@@H]1C1=C(C2=NC(=CC(=C2S1)NC\C=C\CC)Cl)Br